ethyl 7-bromo-4-oxo-3H-quinazoline-2-carboxylate BrC1=CC=C2C(NC(=NC2=C1)C(=O)OCC)=O